C[C@@H]1CN(CCC1)CC1=CC2=C(C(NC=C2C(F)(F)F)=O)N1COCC[Si](C)(C)C (S)-2-((3-methylpiperidin-1-yl)methyl)-4-(trifluoromethyl)-1-((2-(trimethylsilyl)ethoxy)methyl)-1H-pyrrolo[2,3-c]pyridin-7(6H)-one